ClC1=CC=C(C=C1)C(=O)C1=C(C=C(C=C1Cl)CO)Cl (4-chlorophenyl)-[2,6-dichloro-4-(hydroxymethyl)phenyl]-methanone